methyl 6-chloro-8-methoxyimidazo[1,2-b]pyridazine-3-carboxylate ClC=1C=C(C=2N(N1)C(=CN2)C(=O)OC)OC